methyl 6-(((1-(hydroxymethyl)cyclopropyl)methyl)(methyl)amino)hexanoate OCC1(CC1)CN(CCCCCC(=O)OC)C